(2,8-dimethyl-1,2,3,4,4a,9b-hexahydro-5H-pyrido[4,3-b]indol-5-yl)(2-methoxy-4-methylphenyl)methanone CN1CC2C(N(C=3C=CC(=CC23)C)C(=O)C2=C(C=C(C=C2)C)OC)CC1